CNC1CN(CC1)C=1N=NC(=CN1)C1=C(C=C(C=C1)C=1N=NN(N1)C)O 2-{3-[3-(methylamino)pyrrolidin-1-yl]-1,2,4-triazin-6-yl}-5-(2-methyl-2H-tetrazol-5-yl)phenol